dimethylbutanol 2-(ethoxycarbonyl)vinylacetate C(C)OC(=O)C=CCC(=O)OC(CCC)(C)C